C(C)(C)C1=CC=C(C=C1)NC(N(C)C)=O 3-(4-isopropylphenyl)-1,1-dimethylurea